C1(CCC1)C#CC1=CC=C(OC2=C(N=NN2)C(=O)O)C=C1 5-(4-(cyclobutyl-ethynyl)phenoxy)-1H-1,2,3-triazole-4-carboxylic acid